N-(3-chloro-5-(methylsulfonamido)phenyl)-5-(2,4-difluoro-6-((5-fluoropyridin-3-yl)methoxy)phenyl)-1-methyl-1H-pyrrole-3-carboxamide ClC=1C=C(C=C(C1)NS(=O)(=O)C)NC(=O)C1=CN(C(=C1)C1=C(C=C(C=C1OCC=1C=NC=C(C1)F)F)F)C